COC(\C=C(\CC1=C(C=C(C(=C1)F)F)F)/NC=O)=O (Z)-3-formylamino-4-(2,4,5-trifluorophenyl)-2-butenoic acid methyl ester